(S)-2-(6-(3-hydroxypyrrolidin-1-yl)pyridin-3-yl)-6,7-dihydrothiazolo[5,4-c]pyridin-4(5H)-one O[C@@H]1CN(CC1)C1=CC=C(C=N1)C=1SC=2C(NCCC2N1)=O